FC(C=1C=CC2=C(C(=NC3=C(O2)C=CC=C3)N3CCN(CCC3)CCOCC(=O)O)C1)(F)F 2-(2-(4-(2-(Trifluoromethyl)dibenzo[b,f][1,4]oxazepin-11-yl)-1,4-diazepan-1-yl)ethoxy)acetic acid